C1(CC1)OC1=C(C(=C(C(=C1F)F)F)F)S(=O)(=O)NC1=CC=C(C=C1)OC1=CC=CC=C1 2-Cyclopropoxy-3,4,5,6-tetrafluoro-N-(4-phenoxyphenyl)benzenesulfonamide